methyl 3-(2-amino-6-oxo-1,6-dihydropyrimidin-5-yl)-2,2-dimethylpropanoate NC=1NC(C(=CN1)CC(C(=O)OC)(C)C)=O